(5-chloro-2-methoxyphenyl)-4,4,5,5-tetramethyl-1,3,2-dioxaborolane ClC=1C=CC(=C(C1)B1OC(C(O1)(C)C)(C)C)OC